C(C)OC1=CC=2N(C=C1C(=O)NC1=CC=C(N=N1)N1C[C@@H](N(CC1)C(=O)OC(C)(C)C)C)C=C(N2)C tert-butyl (S)-4-(6-(7-ethoxy-2-methylimidazo[1,2-a]pyridine-6-carboxamido) pyridazin-3-yl)-2-methylpiperazine-1-carboxylate